4-methoxypiperidine-1,4-dicarboxylic acid 1-benzyl 4-methyl ester COC(=O)C1(CCN(CC1)C(=O)OCC1=CC=CC=C1)OC